7-(1H-pyrazol-3-yl)-1H-imidazo[4,5-c]Quinoline-4-amine hydrochloride Cl.N1N=C(C=C1)C=1C=CC=2C3=C(C(=NC2C1)N)N=CN3